6'-(benzyloxy)-1'-(4-(4-(dimethoxymethyl)piperidin-1-yl)phenyl)-3,3',4,4'-tetrahydro-1'H,2H-1,2'-spirobi[naphthalen]-1'-ol C(C1=CC=CC=C1)OC=1C=C2CCC3(CCCC4=CC=CC=C34)C(C2=CC1)(O)C1=CC=C(C=C1)N1CCC(CC1)C(OC)OC